N-cyclopropyl-4-fluoroaniline C1(CC1)NC1=CC=C(C=C1)F